(5-Chloropyrazolo[3,4-c]pyridin-3-yl)-1-(3,3-difluorocyclobutyl)ethan-1-ol ClC=1C=C2C(=CN1)NN=C2C(C)(O)C2CC(C2)(F)F